S1C(=CC=C1)C1=NN=C(O1)NC(=O)C=1SC(=CN1)C(F)(F)F N-(5-(thiophen-2-yl)-1,3,4-oxadiazol-2-yl)-5-(trifluoromethyl)thiazole-2-carboxamide